N=S(=O)(CC1=C2CCN(C2=CC=C1)C(CNC1=C(C=CC(=C1)C1=NC(=NS1)C)C)=O)C imino(methyl)((1-((2-methyl-5-(3-methyl-1,2,4-thiadiazol-5-yl)phenyl)glycyl)indolin-4-yl)methyl)sulfanone